4-isobutyl-2-(4-((2-methylpyrimidin-4-yl)methyl)piperazin-1-yl)benzonitrile C(C(C)C)C1=CC(=C(C#N)C=C1)N1CCN(CC1)CC1=NC(=NC=C1)C